(S)-1-(2-((S)-3-(Chinolin-8-yloxy)pyrrolidin-1-yl)acetyl)pyrrolidin-2-carbonitril N1=CC=CC2=CC=CC(=C12)O[C@@H]1CN(CC1)CC(=O)N1[C@@H](CCC1)C#N